N[C@H](C)C1=C(C=C(C(=O)OCC)C=C1)F |r| (±)-Ethyl 4-(1-aminoethyl)-3-fluorobenzoate